BrC1=C(C=CC=C1)S(=O)(=O)N(COCC[Si](C)(C)C)C1=NC=C(N=C1OC)C 2-bromo-N-(3-methoxy-5-methylpyrazin-2-yl)-N-((2-(trimethylsilyl)ethoxy)methyl)benzenesulfonamide